(1S,5R)-1-(2-chloro-4-fluorophenyl)-3-azabicyclo[3.1.0]hexane hydrochloride Cl.ClC1=C(C=CC(=C1)F)[C@]12CNC[C@@H]2C1